P(=O)(OCC1=CC=CC=C1)(OCC1=CC=CC=C1)OCCC1=CNC2=CC=C(C=C12)C1(CC1)C(NC(C=1OC(=CC1)C)C1=C(C=C(C=C1)C)C)=O Dibenzyl 2-[5-(1-{[(2,4-Dimethylphenyl)(5-Methylfuran-2-Yl)Methyl]Carbamoyl}Cyclopropyl)-1H-Indol-3-Yl]Ethyl Phosphate